2-[6-(5-chloro-2-{[trans-4-methoxycyclohexyl]amino}pyrimidin-4-yl)-1-oxo-2,3-dihydro-1H-isoindol-2-yl]-N-[(1S,2S)-2-hydroxy-1-phenylpropyl]acetamide ClC=1C(=NC(=NC1)N[C@@H]1CC[C@H](CC1)OC)C1=CC=C2CN(C(C2=C1)=O)CC(=O)N[C@H]([C@H](C)O)C1=CC=CC=C1